2-(6-(cyclopropyl((1S,5R)-2-fluoro-8-azabicyclo[3.2.1]octan-3-yl)amino)-1,2,4-triazin-3-yl)-4-fluoro-5-(1H-pyrazol-4-yl)phenol C1(CC1)N(C1=CN=C(N=N1)C1=C(C=C(C(=C1)F)C=1C=NNC1)O)C1C([C@@H]2CC[C@H](C1)N2)F